C1(CCC2=CC(=CC=C12)N)N indan-1,5-diamine